C1(CCC1)OCC(=O)NC12CC(C1)(C2)CO 2-(cyclobutoxy)-N-[1-(hydroxymethyl)-3-bicyclo[1.1.1]pentanyl]acetamide